BrC1=NC=C(C(=N1)C1=CN=C2N1N=C(C(=C2)OC)C2CC2)F 3-(2-bromo-5-fluoro-pyrimidin-4-yl)-6-cyclopropyl-7-methoxy-imidazo[1,2-b]pyridazine